2-((3-fluoro-4-(4,4,5,5-tetramethyl-1,3,2-dioxaborolan-2-yl)phenyl)amino)-2-oxo-1-(3-(trifluoromethyl) phenyl)ethyl acetate C(C)(=O)OC(C(=O)NC1=CC(=C(C=C1)B1OC(C(O1)(C)C)(C)C)F)C1=CC(=CC=C1)C(F)(F)F